CN1C2=C(SC(C1=O)CC(=O)NCC1=CC=C(C=C1)C)N=CC=C2 2-(1-methyl-2-oxo-2,3-dihydro-1H-pyrido[2,3-b][1,4]thiazin-3-yl)-N-(4-methylbenzyl)acetamide